BrC=1C=C(C=C(C1)Cl)C(C)(C)O 2-(3-bromo-5-chlorophenyl)propan-2-ol